3,3',4,4',5-pentachlorobiphenyl ClC=1C=C(C=C(C1Cl)Cl)C1=CC(=C(C=C1)Cl)Cl